ClC1=C(C=CC=C1Cl)[C@@H]1N(OCC1)C1=CC(=NC=N1)NC=1C(=CC(=C(C1)NC(C=C)=O)N(C)CCN(C)C)OC N-(5-((6-((R)-3-(2,3-dichlorophenyl)isoxazolidine-2-yl)pyrimidine-4-yl)amino)-2-((2-(dimethylamino)ethyl)(methyl)amino)-4-methoxyphenyl)acrylamide